ClC1=C(C#N)C=CC(=C1)N1C(N(C2(C1=O)CCN(CC2)CC2CCOCC2)CC)=O 2-chloro-4-(1-ethyl-2,4-dioxo-8-((tetrahydro-2H-pyran-4-yl)methyl)-1,3,8-triazaspiro[4.5]decan-3-yl)benzonitrile